1-(2-((8-(tert-butyloxycarbonyl)-1,8-diazaspiro[4.5]decan-1-yl)methyl)-5-(trifluoromethyl)phenoxy)cyclopropane-1-carboxylic acid C(C)(C)(C)OC(=O)N1CCC2(CCCN2CC2=C(OC3(CC3)C(=O)O)C=C(C=C2)C(F)(F)F)CC1